N2-(3-amino-4-methyl-phenyl)-N4-[2-(6-methyl-2-pyridyl)pyrimidin-4-yl]pyrimidine-2,4-diamine NC=1C=C(C=CC1C)NC1=NC=CC(=N1)NC1=NC(=NC=C1)C1=NC(=CC=C1)C